C12CN(CC2C1)C1=NC2=C(C=C(C=C2C(N1C)=O)C)[C@H](C)NC=1C(=NC(=CC1)C#N)C(=O)O 3-(((1S)-1-(2-(3-azabicyclo[3.1.0]hexan-3-yl)-3,6-dimethyl-4-oxo-3,4-dihydroquinazolin-8-yl)ethyl)amino)-6-cyanopicolinic acid